C(CCCCCCC(=O)OOC(CC)CC)(=O)OCCCC(CCCOC(CCC(OCCCC\C=C/CC)OCCCC\C=C/CC)=O)OC(=O)N1C=NC=C1 1-(4-((1H-imidazole-1-carbonyl) oxy)-7-((4,4-bis(((Z)-oct-5-en-1-yl) oxy) butanoyl) oxy) heptyl) 8-(3-pentyloxy) suberate